hydroxyl-binaphtholaldehyde OC1=C(C(=C(C2=CC=CC=C12)C1=CC=CC2=CC=CC=C12)O)C=O